C(C)(C)(C)OC(=O)N1[C@@H]([C@H]([C@H](C1)O)O)C(NC1=C(C(=C(C=C1)F)Cl)F)=O (2s,3r,4s)-2-((3-chloro-2,4-difluorophenyl)carbamoyl)-3,4-dihydroxy-pyrrolidine-1-carboxylic acid tert-butyl ester